C(=O)[O-] (1as)-format